6-[4-(2-tetrahydropyran-4-yloxyethoxy)phenoxy]-1H-indazole-5-carboxamide O1CCC(CC1)OCCOC1=CC=C(OC2=C(C=C3C=NNC3=C2)C(=O)N)C=C1